CN1C(C2(C3=C4C(=NC=C31)NC(=C4C4=CC=CC=C4)C4=CC=C(C=C4)CN4CCC(CC4)S(=O)(=O)C)CNC2)=O 6'-methyl-2'-(4-((4-(methylsulfonyl)piperidin-1-yl)methyl)phenyl)-1'-phenyl-3',6'-dihydro-7'H-spiro[azetidine-3,8'-dipyrrolo[2,3-b:3',2'-d]pyridin]-7'-one